NC1=NC(=CC(=C1)NC1=CC=C(C(=O)NC2=CC(=CC=C2)NC2=CC=NC=C2)C=C1)C 4-(2-amino-6-methylpyridin-4-ylamino)-N-(3-(pyridin-4-ylamino)phenyl)benzamide